2-Fluoro-4-(5-(3-fluoro-4-methoxyphenyl)-2-formyl-1-methyl-1H-pyrrolo[2,3-C]pyridin-4-yl)benzonitrile FC1=C(C#N)C=CC(=C1)C1=C2C(=CN=C1C1=CC(=C(C=C1)OC)F)N(C(=C2)C=O)C